tert-butyl (R)-(1-((2-(5-(4-bromophenyl)-1-((2-(trimethylsilyl)ethoxy)methyl)-1H-imidazol-2-yl)pyridin-4-yl)methyl)piperidin-3-yl)carbamate BrC1=CC=C(C=C1)C1=CN=C(N1COCC[Si](C)(C)C)C1=NC=CC(=C1)CN1C[C@@H](CCC1)NC(OC(C)(C)C)=O